3-(2-norbornyl)aminobutane-2-sulfonic acid C12C(CC(CC1)C2)NC(C(C)S(=O)(=O)O)C